FC(C(=O)[O-])(F)F trifluoro-acetate